CN(C)CCCN1C2=CC=CC=C2SC3=C1C=C(C=C3)C(F)(F)F The molecule is a member of the class of phenothiazines that is 10H-phenothiazine having a trifluoromethyl subsitituent at the 2-position and a 3-(dimethylamino)propyl group at the N-10 position. It has a role as a dopaminergic antagonist, an antiemetic, a first generation antipsychotic and an anticoronaviral agent. It is a tertiary amine, a member of phenothiazines and an organofluorine compound. It derives from a hydride of a 10H-phenothiazine.